2-chloro-6-(3-(trifluoromethyl)bicyclo[1.1.1]pentan-1-yl)pyrimidine-4,5-diamine ClC1=NC(=C(C(=N1)N)N)C12CC(C1)(C2)C(F)(F)F